C1(CCCCC1)C=1C=C(N(N1)C1=CC=CC=C1)NC(=O)NC1=CC=C(C2=CC=CC=C12)OCCN1CCOCC1 1-[5-cyclohexyl-2-phenyl-2H-pyrazol-3-yl]-3-[4-(2-morpholin-4-yl-ethoxy)naphthalen-1-yl]-urea